ethoxy-heptanol C(C)OC(CCCCCC)O